6,8-dihydro-5H-[1,2,4]triazolo[5,1-c][1,4]oxazin-2-amine N=1C(=NN2C1COCC2)N